4-heptoxymethoxy-1-methylbutyl-lithium C(CCCCCC)OCOCCCC(C)[Li]